5-[4-(5-Fluoro-2,3-dihydrobenzofuran-7-yl)-2-hydroxy-4-methyl-2-trifluoromethyl-pentylamino]-2-methylisoquinol-1(2H)-one FC=1C=C(C2=C(CCO2)C1)C(CC(CNC1=C2C=CN(C(C2=CC=C1)=O)C)(C(F)(F)F)O)(C)C